tert-Butyl N-tert-butoxycarbonyl-N-[4-chloro-6-(2,6-dimethyl-phenyl)pyrimidin-2-yl]carbamate C(C)(C)(C)OC(=O)N(C(OC(C)(C)C)=O)C1=NC(=CC(=N1)Cl)C1=C(C=CC=C1C)C